CN(C(=O)C=1C=NN2C1CN(CC2)C(=O)C=2NC1=CC=CC(=C1C2)C)C2(CC2)C2=CC=C(C(=O)O)C=C2 4-{1-[N-methyl-5-(4-methyl-1H-indole-2-carbonyl)-4H,5H,6H,7H-pyrazolo[1,5-a]pyrazine-3-amido]cyclopropyl}benzoic acid